CC(CC)(CCC=C)C 3,3-dimethyl-6-heptene